N,N-dimethyl-2-(4-phenyl-7H-pyrrolo[2,3-d]pyrimidin-7-yl)ethan-1-amine CN(CCN1C=CC2=C1N=CN=C2C2=CC=CC=C2)C